C(C)C1=C(C(=CC=C1)CC)N=C1C(C2=CC=C(C3=CC=CC1=C23)C2=CC(=CC=C2)[N+](=O)[O-])=NC2=C(C=CC=C2CC)CC N,N'-bis(2,6-diethylphenyl)-5-(3-nitrophenyl)acenaphthylene-1,2-diimine